3-acetamido-5-amino-2,4,6-triiodobenzoic acid C(C)(=O)NC=1C(=C(C(=O)O)C(=C(C1I)N)I)I